[NH4+].[Zr+4] Zirconium ammonium